OC1CN(C1)C(=O)O[C@@H]1CC[C@H](CC1)C(N(C[C@@H]1CC[C@H](CC1)C1=CC(=C(C=C1)OC)C)C1=CC(=CC=C1)C=1N=C(OC1)C1CC1)=O trans-4-((3-(2-Cyclopropyloxazol-4-yl)phenyl)((trans-4-(4-methoxy-3-methyl phenyl)cyclohexyl)methyl)carbamoyl)cyclohexyl 3-hydroxyazetidine-1-carboxylate